N[C@H]1[C@@H]2N(C[C@H]1CC2)C(=O)C2=CC1=C(N(C(=N1)C=1N(C3=CC=CC=C3C1)CC1CC1)CC1CN(C1)C(=O)C=1C=C(C#N)C=CC1)C(=C2)OC 3-[3-({5-[(1R,4R,7R)-7-amino-2-azabicyclo[2.2.1]heptane-2-carbonyl]-2-[1-(cyclopropylmethyl)-1H-indol-2-yl]-7-methoxy-1H-1,3-benzodiazol-1-yl}methyl)azetidine-1-carbonyl]benzonitrile